BrC=1C=C2C=3CC(CC(C3NC2=CC1)NC(OC(C)(C)C)=O)CNC Tert-Butyl (6-bromo-3-((methylamino)methyl)-2,3,4,9-tetrahydro-1H-carbazol-1-yl)carbamate